(2-Methyltetrahydrofuran-3-yl)hydrazine CC1OCCC1NN